CC(C[C@@H](C(=O)N[C@H](C(=O)N[C@H](C(=O)[C@@]1(OC1)C)CC(C)C)CC1=CC=CC=C1)NC([C@H](CCC1=CC=CC=C1)NC(CN1CCOCC1)=O)=O)C (S)-4-methyl-N-((S)-1-(((S)-4-methyl-1-((R)-2-methyl-oxiran-2-yl)-1-oxopent-2-yl)amino)-1-oxo-3-phenylpropan-2-yl)-2-((S)-2-(2-morpholinoacetamido)-4-phenylbutyrylamino)-pentanamide